N-(3,5-difluorobenzyl)-1-(((3S)-1-((3-(methylsulfonyl)-1-azetidinyl)sulfonyl)-3-piperidinyl)carbonyl)-D-prolinamide FC=1C=C(CNC([C@@H]2N(CCC2)C(=O)[C@@H]2CN(CCC2)S(=O)(=O)N2CC(C2)S(=O)(=O)C)=O)C=C(C1)F